4-(4-(4-nitro-1H-benz[d]imidazol-2-yl)-2-(trifluoromethyl)phenyl)morpholine [N+](=O)([O-])C1=CC=CC=2NC(=NC21)C2=CC(=C(C=C2)N2CCOCC2)C(F)(F)F